OC=1C=C(C2=CC=CC=C2C1)N1CC=2N=C(N=C(C2CC1)N1CCN(CC1)C(C=C)=O)OCCN(C)CCOC 1-(4-(7-(3-hydroxynaphthalen-1-yl)-2-(2-((2-methoxyethyl)(methyl)amino)ethoxy)-5,6,7,8-tetrahydropyrido[3,4-d]pyrimidin-4-yl)piperazin-1-yl)prop-2-en-1-one